N1(CCCCCC1)C=1N=C(C2=C(C=NNC2=O)N1)NC1=CC=C(C=C1)OCCN(C(C)C)C(C)C 2-(Azepan-1-yl)-4-((4-(2-(Diisopropylamino)ethoxy)phenyl)amino)pyrimido[4,5-d]pyridazin-5(6H)-on